NC(C)(C)C1=CC(=NC(=C1)C1=CC=C(C=C1)F)C(CNC(=O)C1=CC(=NN1C)N1N=CC=C1)O N-(2-(4-(2-aminopropan-2-yl)-6-(4-fluorophenyl)pyridin-2-yl)-2-hydroxyethyl)-1'-methyl-1'H-[1,3'-bipyrazole]-5'-carboxamide